BrC=1C(=NC(=NC1)Cl)NC=1C=C2C(=NNC2=CC1)C N-(5-bromo-2-chloropyrimidin-4-yl)-3-methyl-1H-indazol-5-amine